N-(2-chloro-4-(trifluoromethyl)phenyl)-1-(5-(piperidin-4-yl)-5,6-dihydropyrrolo[3,4-c]pyrazole-1(4H)-yl)cyclobutane-1-carboxamide ClC1=C(C=CC(=C1)C(F)(F)F)NC(=O)C1(CCC1)N1N=CC2=C1CN(C2)C2CCNCC2